FC(CN1C=2C3=CN=C(C(O[C@@H](C4=CC(=CC=C4C4=NN(N=C4CC2C=N1)C)F)C)=C3)N)F (19R)-3-(2,2-difluoroethyl)-16-fluoro-10,19-dimethyl-20-oxa3,4,9,10,11,23-hexaazapentacyclo[19.3.1.02,6.08,12.013,18]pentacosa-1(24),2(6),4,8,11,13,15,17,21(25),22-decaen-22-amine